CC(=O)NC1(CCNCC1)C N-(4-Methylpiperidin-4-yl)acetamide